tert-Butyl (tert-butoxycarbonyl)(4-(4-((3-((tert-butoxycarbonyl)amino)-benzyl)amino)-2,3-dihydrofuro[3,2-c]pyridin-7-yl)pyrimidin-2-yl)carbamate C(C)(C)(C)OC(=O)N(C(OC(C)(C)C)=O)C1=NC=CC(=N1)C=1C2=C(C(=NC1)NCC1=CC(=CC=C1)NC(=O)OC(C)(C)C)CCO2